FC(C(=O)O)(F)F.C(C)N(CCC1=CNC=2C=CC=C(C12)O)C(C)C 3-(2-(ethyl-(isopropyl)amino)ethyl)-1H-indol-4-ol trifluoroacetate